CC1=C(C(=CC(=C1)N1CC2=C(CCC1)C=C(C=C2)OCCC(F)(F)F)C)NC(CC(C)(C)C)=O N-(2,6-dimethyl-4-(7-(3,3,3-trifluoropropoxy)-1,3,4,5-tetrahydro-2H-benzo[c]azepin-2-yl)phenyl)-3,3-dimethylbutanamide